C(C)(C)(C)OC(=O)N1CCN(C2=CC=CC(=C12)C)C1=CC2=C(N=C(N=C2)S(=O)(=O)C)N(C1=O)C.CC1=C(C=CC=C1)N1C(C=CC1=O)=O N-(2-methylphenyl)maleimide tert-butyl-8-methyl-4-(8-methyl-2-methylsulfonyl-7-oxo-pyrido[2,3-d]pyrimidin-6-yl)-2,3-dihydroquinoxaline-1-carboxylate